S-(difluoromethyl-d) 3,5-di-tert-butylthiobenzoate C(C)(C)(C)C=1C=C(C(=O)SC([2H])(F)F)C=C(C1)C(C)(C)C